5-[(4-methoxybenzyl)(4-dimethylaminobenzyl)aminocarbonyloxymethoxymethoxy]dimethylaminobenzylamine COC1=CC=C(CC(OC=2C=CC=C(CNN(C)C)C2)OCOC(=O)NCC2=CC=C(C=C2)N(C)C)C=C1